Cl.C(CCC)OC1=NC(=C2C(=N1)N(N=C2)CC2=CC=C(C=C2)CN2CCCC2)N 6-butoxy-1-(4-(pyrrolidine-1-ylmethyl)benzyl)-1H-pyrazolo[3,4-d]pyrimidine-4-amine monohydrochloride